α-Z-Nδ-Boc-D-ornithine C(=O)(OC(C)(C)C)NCCC[C@@H](N)C(=O)O